7-(5-{[(1S,2S,3R)-2-fluoro-8-azabicyclo[3.2.1]octan-3-yl](methyl)amino}pyrazin-2-yl)-3-methyl-[1,2,4]triazolo[4,3-a]pyridin-8-ol F[C@H]1[C@@H]2CCC(C[C@H]1N(C=1N=CC(=NC1)C1=C(C=3N(C=C1)C(=NN3)C)O)C)N2